C(C)OC1=C(C=O)C=CC(=C1)O 2-Ethoxy-4-hydroxy-benzaldehyd